C[N+](C12CC3CC(CC(C1)C3)C2)(C)C trimethyl-adamantylammonium